bis(tert-butylperoxy)hexyne C(C)(C)(C)OOC(C#COOC(C)(C)C)CCC